C(C1=CC=CC=C1)OC1=C(C(=C(C=C1F)CC(=O)OC(C)(C)C)I)F tert-butyl 2-(4-(benzyloxy)-3,5-difluoro-2-iodophenyl)acetate